1-(benzofuran-6-yl)-2-(methylamino)butan-1-one hydrochloride Cl.O1C=CC2=C1C=C(C=C2)C(C(CC)NC)=O